C(C)(C)(C)OC(C[C@H](NC(=O)OCC1C2=CC=CC=C2C=2C=CC=CC12)C(=O)NCC(=O)N[C@@H](CCCCNC(=O)OCC1=CC=CC=C1)C(=O)OC(C)(C)C)=O tert-butyl O4-tert-butyl-N-[(9H-fluoren-9-ylmethoxy)carbonyl]-L-α-aspartylglycyl-N6-[(benzyloxy)carbonyl]-L-lysinate